FC(=C1CC2(CCCN2C1)CO)F (2-(difluoromethylene)tetrahydro-1H-pyrrolizine-7a(5H)-yl)methanol